Fmoc-sarcosin C(=O)(OCC1C2=CC=CC=C2C2=CC=CC=C12)N(C)CC(=O)O